1-[[1-(3-bromophenyl)cyclobutanecarbonyl]amino]-3-methyl-thiourea BrC=1C=C(C=CC1)C1(CCC1)C(=O)NNC(=S)NC